FC(CC1CN(CCN1)C=1N=NC=CN1)(F)F 3-[3-(2,2,2-trifluoroethyl)piperazin-1-yl]-1,2,4-triazin